[N+](=O)([O-])C=1C(=NN(C1)COCC[Si](C)(C)C)OCC1(CC1)C#N 1-(((4-nitro-1-((2-(trimethylsilyl)ethoxy)methyl)-1H-pyrazol-3-yl)oxy)methyl)cyclopropane-1-carbonitrile